ClC1=C(C=C(C(=C1)F)N1C(NC(=CC1=O)C(F)(F)F)=O)C1=NOC(C1)(C(=O)OCC)C Ethyl 3-[2-chloro-5-[2,4-dioxo-6-(trifluoromethyl)-1H-pyrimidin-3-yl]-4-fluoro-phenyl]-5-methyl-4H-isoxazole-5-carboxylate